5-(4-iodophenyl)-1,3,4-oxadiazole-2(3H)-thione IC1=CC=C(C=C1)C1=NNC(O1)=S